NC1=NC=C(C=N1)C1(C(C1)(C)C)C#N 1-(2-aminopyrimidin-5-yl)-2,2-dimethylcyclopropanecarbonitrile